F[C@@H]1[C@H]2C=C[C@@H](C[C@@H]1C(=C)C=1N=NC(=CN1)C1=C(C=C(C=C1)N1C=NN=C1)O)N2 2-(3-(1-((1R,2S,3R,5R)-2-fluoro-8-azabicyclo[3.2.1]oct-6-en-3-yl)vinyl)-1,2,4-triazin-6-yl)-5-(4H-1,2,4-triazol-4-yl)phenol